1-trifluoromethyl-cyclopenta[b]indole FC(C1=CC=C2N=C3C=CC=CC3=C21)(F)F